Diethyl ((3-methoxy-N-(trimethylsilyl)phenylsulfonimidoyl)methyl)phosphonate COC=1C=C(C=CC1)S(=O)(=N[Si](C)(C)C)CP(OCC)(OCC)=O